ClC=1C(=CC2=C(NC(=N2)OC=2C=CC(=C(C(=O)NCCC(=O)O)C2)C)C1)C=1C=C2C=CN(C2=CC1)C 3-(5-((6-chloro-5-(1-methyl-1H-indol-5-yl)-1H-benzo[d]imidazol-2-yl)oxy)-2-methylbenzamido)propanoic acid